Chloromethyl 3-(2-(2-(tert-butoxy)-2-oxo-ethyl)-6-((di-tert-butoxyphosphoryl)oxy)-4-methylphenyl)-3-methylbutanoate C(C)(C)(C)OC(CC1=C(C(=CC(=C1)C)OP(=O)(OC(C)(C)C)OC(C)(C)C)C(CC(=O)OCCl)(C)C)=O